(trifluoromethyl)-1H-benzo[d]imidazol-2-amine FC(F)(F)N1C(=NC2=C1C=CC=C2)N